N1-(1-(3-chloro-2-fluorophenyl)ethyl)-N1-cyclopropylethane-1,2-diamine hydrochloride Cl.ClC=1C(=C(C=CC1)C(C)N(CCN)C1CC1)F